(S)-quinuclidin-3-yl ((R)-6-(4-methoxy-3,5-dimethylphenyl)-2,2-dimethyl-1,2,3,4-tetrahydronaphthalen-1-yl)carbamate COC1=C(C=C(C=C1C)C=1C=C2CCC([C@H](C2=CC1)NC(O[C@@H]1CN2CCC1CC2)=O)(C)C)C